ClC1=CC=C(C=C1)CC(=O)N1CC2(C1)CN(C2)CC2=C(C=CC=C2)OC(F)(F)F 2-(4-chlorophenyl)-1-(6-(2-(trifluoromethoxy)benzyl)-2,6-diazaspiro[3.3]heptan-2-yl)ethanone